1-((3S,5R)-5-(methoxymethyl)pyrrolidin-3-yl)-3-((1-methyl-1H-benzo[d]imidazol-5-yl)ethynyl)-1H-pyrrolo[3,2-c]pyridin-4-amine hydrochloride Cl.COC[C@H]1C[C@@H](CN1)N1C=C(C=2C(=NC=CC21)N)C#CC2=CC1=C(N(C=N1)C)C=C2